CC([C@H](C)N)(C)C (2S)-3,3-dimethylbutan-2-amine